C(CCC)C1N(CCCNC1)S(=O)(=O)C1=C2C=CN=C(C2=CC=C1)OC 5-((2-n-butyl-1,4-diazepan-1-yl)sulfonyl)-1-methoxyisoquinoline